(4-(2-((3r,5r,7r)-adamantan-1-yl)ethyl)piperazin-1-yl)(5-(4-chlorophenyl)-1-(2,4-dichlorophenyl)-4-methyl-1H-pyrazol-3-yl)methanone C12(CC3CC(CC(C1)C3)C2)CCN2CCN(CC2)C(=O)C2=NN(C(=C2C)C2=CC=C(C=C2)Cl)C2=C(C=C(C=C2)Cl)Cl